FC1=CC=C(C=C1)NC1=NC=CC(=C1)C=1C=C2C(=NNC2=CC1)N 5-(2-((4-Fluorophenyl)amino)pyridine-4-yl)-1H-indazol-3-amine